NC=1C=C(C=CC1O)C(C(F)(F)F)(C(F)(F)F)C1=CC(=C(C=C1)O)N 2,2-BIS(3-amino-4-hydroxy-phenyl)hexafluoro-propane